N-(4-((2',6'-difluoro-[1,1'-biphenyl]-3-yl)amino)-7-(3-(4-methylpiperazin-1-yl)propoxy)quinazolin-6-yl)acrylamide FC1=C(C(=CC=C1)F)C1=CC(=CC=C1)NC1=NC=NC2=CC(=C(C=C12)NC(C=C)=O)OCCCN1CCN(CC1)C